NC=1SC2=C(C1C#N)[C@](CCC2)(C2=NC(=NO2)C2=NC(=NC=C2)N2[C@H](CNCCC2)C)C (4S)-2-amino-4-methyl-4-(3-{2-[(2S)-2-methyl-1,4-diazacycloheptan-1-yl]pyrimidin-4-yl}-1,2,4-oxadiazol-5-yl)-4,5,6,7-tetrahydro-1-benzothiophene-3-carbonitrile